(E)-(2'-(1,2-bis(4-methoxyphenyl)vinyl)-4'-methoxy-[1,1'-biphenyl]-2-yl)diphenylphosphine COC1=CC=C(C=C1)/C(=C\C1=CC=C(C=C1)OC)/C1=C(C=CC(=C1)OC)C1=C(C=CC=C1)P(C1=CC=CC=C1)C1=CC=CC=C1